CC1=CC=C(C=C1)OC(C(=C)C)=O.O1CCC(CC1)OC=1C=C(C=CC1)C1=CC(=NC=C1)N1CCC(CC1)C=O (1-(4-(3-((tetrahydro-2H-pyran-4-yl)oxy)phenyl)pyridin-2-yl)piperidin-4-yl)methanone 4-methylphenyl-methacrylate